2-(cyclopropylmethyl)-amino-ethanesulfonic acid (4-{6-amino-5-[1-(2,6-dichloro-3-fluoro-phenyl)-ethoxy]-pyridin-3-yl}-phenyl)-amide NC1=C(C=C(C=N1)C1=CC=C(C=C1)NS(=O)(=O)C(CCC1CC1)N)OC(C)C1=C(C(=CC=C1Cl)F)Cl